C(C(=O)[O-])(=O)F.[Li+] Lithium fluorooxalate